(S,E)-N7-(1-((7-(2,4-Difluorophenoxy)-1H-benzo[d]imidazol-2-yl)methyl)-2-oxo-1,2-dihydropyridin-3-yl)-6-(2-methoxyacetamido)-N1,N1-dimethylhept-2-endiamid FC1=C(OC2=CC=CC3=C2NC(=N3)CN3C(C(=CC=C3)NC([C@H](CC/C=C/C(=O)N(C)C)NC(COC)=O)=O)=O)C=CC(=C1)F